N-(2-(ethylthio)phenyl)-4,4-bis(4-(methylamino)phenyl)butanamide C(C)SC1=C(C=CC=C1)NC(CCC(C1=CC=C(C=C1)NC)C1=CC=C(C=C1)NC)=O